C(C1=CC=CC=C1)SC1=C2C(=NC(=NC2=C(C=C1)F)C)C=1N=NN(C1)C (benzylthio)-8-fluoro-2-methyl-4-(1-methyl-1H-1,2,3-triazol-4-yl)quinazoline